C1(CCC1)N1N=CC=2C1=NC=C(N2)C(=O)O 1-cyclobutylpyrazolo[3,4-b]pyrazine-5-carboxylic acid